Cl.FC1(CCC(CC1)NC(=O)C=1C=C(C2=C(CCO2)C1)[C@H]1[C@@H](C1)NCC1CCOCC1)F N-(4,4-difluorocyclohexyl)-7-(trans-2-((tetrahydro-2H-pyran-4-ylmethyl)amino)cyclopropyl)-2,3-dihydro-1-benzofuran-5-carboxamide Hydrochloride